methyl 6-chloro-7-methoxy-3,4-dihydro-2H-benzo[b][1,4]oxazine-8-carboxylate ClC1=CC2=C(OCCN2)C(=C1OC)C(=O)OC